1,3-dibromo-m-fluorobenzene BrC=1CC(C=CC1)(F)Br